propylene glycol dicaprinate C(CCCCCCCCC)(=O)OCC(C)OC(CCCCCCCCC)=O